ClC1=CC(=C(C=N1)C1=NC=C(C=C1F)CN1CC2(COC2)C1)F 6-((6'-chloro-3,4'-difluoro-[2,3'-bipyridin]-5-yl)methyl)-2-oxa-6-azaspiro[3.3]heptane